((2-(((S)-2-hydroxydodecyl)(2-(4-(2-(((S)-2-hydroxydodecyl)((S)-2-hydroxydodecyl)amino)ethyl)piperazin-1-yl)ethyl)amino)ethyl)azanediyl)bis(dodecan-2-ol) O[C@H](CN(CCN(CCCCCCCCCCC(C)O)CCCCCCCCCCC(C)O)CCN1CCN(CC1)CCN(C[C@H](CCCCCCCCCC)O)C[C@H](CCCCCCCCCC)O)CCCCCCCCCC